1-methyl-cyclopentane-1,2,4-tricarboxylic acid CC1(C(CC(C1)C(=O)O)C(=O)O)C(=O)O